1-((2-(2,6-dioxopiperidin-3-yl)-1,3-dioxoisoindolin-4-yl)amino)-3,6,9,12-tetraoxapentadecane O=C1NC(CCC1N1C(C2=CC=CC(=C2C1=O)NCCOCCOCCOCCOCCC)=O)=O